C1(=CC=CC=C1)CCCC1C2C=CC(C1)C2 5-(3-phenylpropyl)bicyclo[2.2.1]hept-2-ene